4-o-tolylazo-o-toluidine CC1=CC=CC=C1N=NC2=CC(=C(C=C2)N)C